1-hexyl-2,3-dimethylimidazole perchlorate Cl(=O)(=O)(=O)O.C(CCCCC)N1C(N(C=C1)C)C